diethoxymethylphenylsilane C(C)OC(OCC)[SiH2]C1=CC=CC=C1